[N+](=O)([O-])C1=CC2=C(NC=N2)C=C1 5-nitrobenzo[d][1,3]diazole